Sodium 3-(7-chloroimidazo[1,2-a]pyridin-2-yl)-4-(4-phenoxyphenyl)-5-thioxo-4,5-dihydro-1,2,4-triazol-1-ide ClC1=CC=2N(C=C1)C=C(N2)C2=N[N-]C(N2C2=CC=C(C=C2)OC2=CC=CC=C2)=S.[Na+]